C1(=CC=CC=C1)C1=NC(=NC(=C1)NN=CCC1=CC=CC=C1)N 4-phenyl-6-(2-(2-phenylethylidene)hydrazino)pyrimidin-2-amine